({(12aR)-12-[(S)-(3,4-difluorophenyl) (phenyl)methyl]-3,4,12,12a-tetrahydro-1H-[1,4]oxazino[3,4-c]pyrido[2,1-f][1,2,4]triazin-7-yl}oxy)methyl methyl carbonate C(OCOC1=CC=CN2N([C@H]3N(C=C21)CCOC3)[C@@H](C3=CC=CC=C3)C3=CC(=C(C=C3)F)F)(OC)=O